CC1(C(N(C(N1CCN1CCOCC1)=O)COCC[Si](C)(C)C)=O)C 5,5-dimethyl-1-(2-morpholinoethyl)-3-((2-(trimethylsilyl)ethoxy)methyl)imidazolidine-2,4-dione